(R)-2-((1-(2-cyano-3-methoxy-7-methylquinoxalin-5-yl)ethyl)amino)-benzoic acid C(#N)C1=NC2=CC(=CC(=C2N=C1OC)[C@@H](C)NC1=C(C(=O)O)C=CC=C1)C